6-[(4-bromophenyl)methyl]-7-chloro-5-methyl-[1,2,4]triazolo[1,5-a]pyrimidine BrC1=CC=C(C=C1)CC=1C(=NC=2N(C1Cl)N=CN2)C